1,2-epoxy-3-ethoxypropane C(C)OCC1CO1